C1(=CC=C(C=C1)C1=CC(=NC=C1)C1=CC(=CC(=C1)C)C)C1=CC=CC=C1 4-([1,1'-biphenyl]-4-yl)-2-(3,5-dimethylphenyl)pyridine